tetravinyl-ethylene glycol diallyl ether C(C=C)OC(C(C=C)(C=C)OCC=C)(C=C)C=C